N-ethoxy-4-((4-methoxy-2-(N-methyl-methanesulfonamido)-phenyl)amino)-6-(5-methyl-thiazol-2-ylamino)nicotinamide Isopropyl-α-Propanoyloxyisobutyrate C(C)(C)OC(C(C)(C)OC(CC)=O)=O.C(C)ONC(C1=CN=C(C=C1NC1=C(C=C(C=C1)OC)N(S(=O)(=O)C)C)NC=1SC(=CN1)C)=O